N1=NC(=C2COCCN21)C2=CC(=C(C(=O)N([C@H]1CNCCC1)C1=NC=CC3=C1C(=CS3)C)C=C2)F (R)-4-(6,7-dihydro-4H-[1,2,3]triazolo[5,1-c][1,4]oxazin-3-yl)-2-fluoro-N-(3-methylthieno[3,2-c]pyridin-4-yl)-N-(piperidin-3-yl)benzamide